2-[1-[3-(2-methoxyethyl)-6-methyl-2-morpholino-4-oxo-quinazolin-8-yl]ethylamino]benzoic acid COCCN1C(=NC2=C(C=C(C=C2C1=O)C)C(C)NC1=C(C(=O)O)C=CC=C1)N1CCOCC1